P(=O)(OCCOCCOP(=O)(OCCCC)[O-])(OCCCC)[O-].[Mg+2] magnesium oxydi(ethane-2,1-diyl) dibutyl bisphosphate